3-methyl-4-(piperazin-1-yl)benzonitrile CC=1C=C(C#N)C=CC1N1CCNCC1